O1CCOC12CCC(CC2)NC2=C1C=C(N(C1=CC=C2)CC(F)(F)F)C#CCNC2=C(C=C(C=C2)S(=O)(=O)N)OC 4-({3-[4-({1,4-dioxaspiro[4.5]decan-8-yl}amino)-1-(2,2,2-trifluoroethyl)-1H-indol-2-yl]prop-2-yn-1-yl}amino)-3-methoxy-benzene-1-sulfonamide